NC1=C(C=C(C=N1)C1=CC=C(C=C1)C(=O)N1C[C@H](CC1)N)OCC1=C(C=C(C=C1)Cl)Cl {4-[6-amino-5-(2,4-dichloro-benzyloxy)-pyridin-3-yl]-phenyl}-[(3S)-3-amino-pyrrolidin-1-yl]-methanone